(S)-2-(4-bromo-2-(1,1-difluoroethyl)phenoxy)propanoyl chloride BrC1=CC(=C(O[C@H](C(=O)Cl)C)C=C1)C(C)(F)F